C1(CC1)C1=CC(=NN1)NC1=NC(=NC=C1)OC1CCC2(CN(C2)C(=O)OC(C)(C)C)CC1 tert-Butyl 7-[4-[(5-cyclopropyl-1H-pyrazol-3-yl)amino]pyrimidin-2-yl]oxy-2-azaspiro[3.5]nonane-2-carboxylate